8-benzyloxy-4-(4-fluoro-3-methyl-phenyl)-3-isopropyl-quinoline C(C1=CC=CC=C1)OC=1C=CC=C2C(=C(C=NC12)C(C)C)C1=CC(=C(C=C1)F)C